C1(=CC=CC=C1)C1=NOC(=C1)B1OC(C(O1)(C)C)(C)C 3-phenyl-5-(4,4,5,5-tetramethyl-1,3,2-dioxaborolan-2-yl)isoxazole